1,3-bis(cyanomethyl)imidazole chloride salt [Cl-].C(#N)CN1CN(C=C1)CC#N